C(C)(C)(C)OC(=O)N(C(OC(C)(C)C)=O)C=1N=CC2=CC(=C(C=C2C1)N1CCN(CC1)[C@]1(COC[C@H]1O)C)Cl tert-butyl (tert-butoxycarbonyl)(7-chloro-6-((3S,4S)-4-(4-hydroxy-3-methyltetrahydrofuran-3-yl)piperazin-1-yl)isoquinolin-3-yl)carbamate